5-(3-chloro-2-methyl-phenyl)-3-methyl-1-{2-oxo-2-[4-(2-oxo-1,2,4,5-tetrahydro-benzo[d][1,3]diazepin-3-yl)-piperidin-1-yl]-ethyl}-1H-pyrimidine-2,4-dione ClC=1C(=C(C=CC1)C=1C(N(C(N(C1)CC(N1CCC(CC1)N1C(NC2=C(CC1)C=CC=C2)=O)=O)=O)C)=O)C